1,3-bis(Mercaptoethylthio)benzene SCCSC1=CC(=CC=C1)SCCS